3-Fluoropropyl 2-[[6-[[(1S,2S)-2-(hydroxymethyl) cyclopropyl]methoxy]-5-(3-methoxyazetidin-1-yl)pyridine-2-carbonyl]amino]-2-vinyl-but-3-enoate OC[C@@H]1[C@H](C1)COC1=C(C=CC(=N1)C(=O)NC(C(=O)OCCCF)(C=C)C=C)N1CC(C1)OC